N-fluorodiphenyl-sulphonamide FN(S(=O)(=O)C1=CC=CC=C1)C1=CC=CC=C1